C[Si](CCOCN1N=CC2=CC(=CC=C12)C=1C=C(C(=O)N)C=CC1)(C)C 3-(1-((2-(trimethylsilyl)ethoxy)methyl)-1H-indazol-5-yl)benzamide